BrC1=CC2=C(C=N1)N=C(N2[C@H]2C[C@H](CCC2)NC(OC(C)(C)C)=O)COC tert-butyl N-[(1S,3R)-3-[6-bromo-2-(methoxymethyl)imidazo[4,5-c]pyridine-1-yl]cyclohexyl]carbamate